4-((2,6-dihydroxy-5'-methyl-4-pentyl-2'-(prop-1-en-2-yl)-1',2',3',4'-tetrahydro-[1,1'-biphenyl]-3-yl)sulfonyl)cyclohexan-1-one OC1=C(C(=CC(=C1S(=O)(=O)C1CCC(CC1)=O)CCCCC)O)C1C(CCC(=C1)C)C(=C)C